C(C=C)(=O)[C].[Ni].[Co] cobalt-nickel alloyl-carbon